but-3-en-1-yl-magnesium chloride C(CC=C)[Mg]Cl